[4-(1-naphthalenyl)phenyl-2,3,5,6-d4]-boric acid C1(=CC=CC2=CC=CC=C12)C1=C(C(=C(C(=C1[2H])[2H])OB(O)O)[2H])[2H]